C(C)OC(=O)C1C2(CCC(C1)CC2)NC2=NC(=NN1C2=CC=C1O)Cl ((2-chloro-7-hydroxypyrrolo[2,1-f][1,2,4]triazin-4-yl)amino)bicyclo[2.2.2]octane-2-carboxylic acid ethyl ester